[Pt].[V] vanadium-platinum